C1(=CC=CC=C1)S(=O)(=O)O.N[C@@H](CC(=O)OCN1N=CC(=C1)C=1SC=C(N1)C(NC=1C(=NN(C1)C1CCC(CC1)OCC)C1=NC(=CC=C1F)F)=O)C(=O)OC 4-((4-(4-((3-(3,6-difluoropyridin-2-yl)-1-((1r,4r)-4-ethoxycyclohexyl)-1H-pyrazol-4-yl)carbamoyl)thiazol-2-yl)-1H-pyrazol-1-yl)methyl) 1-methyl L-aspartate benzenesulfonate